methyl 4-(benzyloxy)-2,2-dimethylbutanoate C(C1=CC=CC=C1)OCCC(C(=O)OC)(C)C